tert-butyl 6-(6-((4-cyano-2-fluorobenzyl) oxy) pyridin-2-yl)-3-azabicyclo[4.1.0]heptane-3-carboxylate C(#N)C1=CC(=C(COC2=CC=CC(=N2)C23CCN(CC3C2)C(=O)OC(C)(C)C)C=C1)F